C(C)OS(=O)CC1=CC=CC=C1.[Na] sodium ethyltoluenesulfinate